BrC=1N(N=C2C1N=C(N=C2)C=2C(=NC(=NC2OC)C)C2CC2)COCC[Si](C)(C)C 3-bromo-5-(4-cyclopropyl-6-methoxy-2-methylpyrimidin-5-yl)-2-((2-(trimethylsilyl)ethoxy)methyl)-2H-pyrazolo[4,3-d]pyrimidine